N-(1-(6-(1,1-difluoroethyl)pyridin-2-yl)-3-morpholino-1H-pyrazolo[4,3-c]pyridin-6-yl)-3-methoxypropionamide FC(C)(F)C1=CC=CC(=N1)N1N=C(C=2C=NC(=CC21)NC(CCOC)=O)N2CCOCC2